ClC=1C(=C(C(=NC1C)N1CCC(CCC1)(F)F)C(=O)NC=1C=NN(C1)S(=O)(=O)C)C 5-chloro-2-(4,4-difluoroazepan-1-yl)-4,6-dimethyl-N-[1-(methylsulfonyl)-pyrazol-4-yl]pyridine-3-carboxamide